Cl.N[C@H]1CN(CCC1)C1=CC(=NC=C1C=1C=NN(C1)CC(F)(F)F)NC1=NC(=NC=C1)C1=C(C=CC=C1OC)F (R)-N-(4-(3-aminopiperidin-1-yl)-5-(1-(2,2,2-trifluoroethyl)-1H-pyrazol-4-yl)pyridin-2-yl)-2-(2-fluoro-6-methoxyphenyl)pyrimidin-4-amine hydrochloride